CC=1C=C(C(=NC1C=1C=CC(=NC1)C)C1=CC=CC=C1)N 5-methyl-6-(2-methylpyridin-5-yl)-2-phenylpyridin-3-amine